C(C)OC(=O)C=1N=CC=2CN(CCC2C1)C1=C(C=CC(=C1)Cl)C#N 7-(5-chloro-2-cyanophenyl)-5,6,7,8-tetrahydro-2,7-naphthyridine-3-carboxylic acid ethyl ester